2,2-bis(3-chloro-4-hydroxy-phenyl)propane ClC=1C=C(C=CC1O)C(C)(C)C1=CC(=C(C=C1)O)Cl